3-methyl-1-pentene-4-yn-3-ol CC(C=C)(C#C)O